[O-]S(=O)(=O)C(F)(F)F.C(C)[NH+]1CC(CC1)CCC 1-ethyl-3-propylpyrrolidinium triflate